C(C)(=O)N1CCC(CC1)(O)C=1C(N(C2=C(C(=NC(=C2C1)Cl)C)OCC1=CC=CC=C1)C)=O 3-(1-Acetyl-4-hydroxypiperidin-4-yl)-5-chloro-1,7-dimethyl-8-(benzyloxy)-1,6-naphthyridin-2(1H)-one